(E)-1-(4-bromobut-2-en-1-yl)-2-(1-ethyl-3-methyl-1H-pyrazole-5-carboxamido)-7-methyl-1H-benzo[d]imidazole-5-carboxamide BrC/C=C/CN1C(=NC2=C1C(=CC(=C2)C(=O)N)C)NC(=O)C2=CC(=NN2CC)C